C(C=C)OCC(C(=O)OC1=C(C(=C(C=C1)C)C)C)=C trimethylphenyl α-allyloxymethylacrylate